2-[(5,6-diphenyl-1,2,4-triazin-3-yl)amino]-N-methylacetamide C1(=CC=CC=C1)C=1N=C(N=NC1C1=CC=CC=C1)NCC(=O)NC